pyrimido(1,2-a)purin-10(1H)-one N1C=NC=2N=C3N(C(C12)=O)C=CC=N3